(S)-N-(1-amino-3-hydroxy-1-oxopropan-2-yl)-5-((2-fluoro-4-methylbenzyl)oxy)-2-methylbenzofuran-3-carboxamide NC([C@H](CO)NC(=O)C1=C(OC2=C1C=C(C=C2)OCC2=C(C=C(C=C2)C)F)C)=O